2-(1-cyclobutyl-1,3-benzodiazol-2-yl)-5-hydroxy-6-(4-methoxy-1,3-benzoxazol-2-yl)-3-methylpyrimidin-4-one C1(CCC1)N1C(=NC2=C1C=CC=C2)C2=NC(=C(C(N2C)=O)O)C=2OC1=C(N2)C(=CC=C1)OC